C(C)N1CCN(CC1)C=1C=NC(=CC1)NC(=NC(=O)OC(C)(C)C)NC(=O)OC(C)(C)C 1-Ethyl-4-(6-(2,3-bis(tert-butoxycarbonyl)guanidino)pyridin-3-yl)piperazine